(1S,2R)-2-((S)-5-Chloro-1-((2-oxopyrrolidin-1-yl)methyl)-8-(pyridazin-3-ylmethoxy)-1,2,3,4-tetrahydro-isoquinoline-2-carbonyl)cyclohexane-1-carboxylic acid ClC1=C2CCN([C@@H](C2=C(C=C1)OCC=1N=NC=CC1)CN1C(CCC1)=O)C(=O)[C@H]1[C@H](CCCC1)C(=O)O